EPOXYCHLOROPROPANE Calcium D-Pantothenate C(CCNC([C@@H](O)C(C)(C)CO)=O)(=O)[O-].[Ca+2].ClC1C(C)O1.C(CCNC([C@@H](O)C(C)(C)CO)=O)(=O)[O-]